phenyl (3-(difluoromethoxy)-5-(morpholinomethyl)phenyl)carbamate FC(OC=1C=C(C=C(C1)CN1CCOCC1)NC(OC1=CC=CC=C1)=O)F